FC=1C=2N(C=C(C1)C=1NC3=CC=C(C=C3C1C(C)C)C1CCN(CC1)C(CNC)=O)C=CN2 1-(4-(2-(8-Fluoroimidazo[1,2-a]pyridin-6-yl)-3-isopropyl-1H-indol-5-yl)piperidin-1-yl)-2-(methylamino)ethan-1-on